(E)-3-((4-((tert-butoxycarbonyl)amino)but-2-en-1-yl)amino)-6-(methoxycarbonyl)pyrazine-2-thiolate C(C)(C)(C)OC(=O)NC/C=C/CNC=1C(=NC(=CN1)C(=O)OC)[S-]